1-[(4S)-4-methylcyclohexen-1-yl]ethanone C[C@@H]1CC=C(CC1)C(C)=O